(1r,3s)-1-[(3-bromo-4-fluorophenyl)methyl]-3-methanesulfonamidocyclobutane-1-carboxamide BrC=1C=C(C=CC1F)CC1(CC(C1)NS(=O)(=O)C)C(=O)N